C(C1=CC=CC=C1)C1=NN=C2N1C1=C(C(=C(C=C1NC2(C)C)F)C=2C=CC=C1C(=CNC21)C)F 1-benzyl-7,9-difluoro-4,4-dimethyl-8-(3-methyl-1H-indol-7-yl)-5H-[1,2,4]triazolo[4,3-a]quinoxaline